COC1=NC=C(C=N1)C(CC(=O)O)N1N=CC=C1CCC[C@@H]1NC2=NC=CC=C2CC1 3-(2-methoxypyrimidin-5-yl)-3-(5-(3-((S)-1,2,3,4-tetrahydro-1,8-naphthyridin-2-yl)propyl)-1H-pyrazol-1-yl)propanoic acid